C(C)(SCCCCN1C(C2=CC=CC=C2C1=O)=O)=O S-(4-(1,3-dioxoisoindolin-2-yl)butyl) ethanethioate